(6,9-Difluoro-8-methoxy-spiro[4,5-dihydro-1H-pyrido[4,3-b]indol-3,1'-cyclopropan]-2-yl)-(5-methyl-1H-pyrazol-3-yl)methanon FC1=CC(=C(C=2C3=C(NC12)CC1(CC1)N(C3)C(=O)C3=NNC(=C3)C)F)OC